NC1=CC(=C(OCC2N(CCCC2)C(=O)OC(C)(C)C)C=C1)Br Tert-butyl 2-[(4-amino-2-bromo-phenoxy)methyl]piperidine-1-carboxylate